Cl.NCC1(CCOCC1)CC(=O)O 2-(4-(aminomethyl)tetrahydro-2H-pyran-4-yl)acetic acid hydrochloride